CC1C2(CN(C2)C(=O)OC(C)(C)C)CCN1C(=O)OCC1=CC=CC=C1 6-benzyl 2-(tert-butyl) 5-methyl-2,6-diazaspiro[3.4]octane-2,6-dicarboxylate